[C@H]12OC[C@H](N(C1)C1=NC=CC(=N1)NC1=CC(=NO1)C1=CC=C(C=C1)OC)C2 N-(2-((1R,4R)-2-oxa-5-azabicyclo[2.2.1]hept-5-yl)pyrimidin-4-yl)-3-(4-methoxyphenyl)isoxazol-5-amine